ethyl (S)-3-(1-amino-1,3-dihydrospiro[indene-2,4'-piperidine]-1'-yl)-6-(2,3-dichlorophenyl)-5-methylpyrazine-2-carboxylate N[C@@H]1C2=CC=CC=C2CC12CCN(CC2)C=2C(=NC(=C(N2)C)C2=C(C(=CC=C2)Cl)Cl)C(=O)OCC